(2S,4R)-1-[(2S)-2-(4-cyclopropyltriazol-1-yl)-3,3-dimethyl-butanoyl]-N-[1-(2-fluoro-5-methyl-3-pyridyl)ethyl]-4-hydroxy-pyrrolidine-2-carboxamide C1(CC1)C=1N=NN(C1)[C@H](C(=O)N1[C@@H](C[C@H](C1)O)C(=O)NC(C)C=1C(=NC=C(C1)C)F)C(C)(C)C